C(CCCCCCCCCC=CCCCC)(=O)O 11-hexadecenoic acid